4-(4-((1R,5S)-3,8-diazabicyclo[3.2.1]octan-3-yl)-2-(cyclohexylmethoxy)-8-fluoroquinazolin-7-yl)naphthalen-2-ol [C@H]12CN(C[C@H](CC1)N2)C2=NC(=NC1=C(C(=CC=C21)C2=CC(=CC1=CC=CC=C21)O)F)OCC2CCCCC2